C(C)(=O)N(N)C(C)=O N,N-diacetyl-hydrazine